(3S,4R)-4-((5-fluoro-7-(cis-4-isopropylcyclohexyl)pyrrolo[2,1-f][1,2,4]triazin-2-yl)amino)tetrahydro-2H-pyran-3-ol FC=1C=C(N2N=C(N=CC21)N[C@H]2[C@@H](COCC2)O)[C@@H]2CC[C@@H](CC2)C(C)C